FC1=C2CCC(NC2=CC=C1)C1=CC=C(C=C1)S(=O)(=O)N 4-(5-fluoro-1,2,3,4-tetrahydroquinolin-2-yl)benzenesulfonamide